[Cl-].C(CCC)CN1C=NC=C1 C1-butyl-3-methylimidazole chloride